4-isobutyl-N-methylpiperazine-1-sulfonamide C(C(C)C)N1CCN(CC1)S(=O)(=O)NC